2-(4-(benzo[d]thiazol-2-ylmethyl)piperazin-1-yl)-6-cyclopropyl-4-isopropoxybenzonitrile S1C(=NC2=C1C=CC=C2)CN2CCN(CC2)C2=C(C#N)C(=CC(=C2)OC(C)C)C2CC2